C(C)OC([C@@](N)(CC1=CC(=C(C=C1)O)O)C)=O.C1(=CC=CC=C1)N1N=C2C(C=NC(=C2)N2CC(C2)S(=O)(=O)N)=C1 1-(2-Phenyl-2H-pyrazolo[4,3-c]pyridin-6-yl)azetidine-3-sulfonamide ethyl-3-(3,4-dihydroxyphenyl)-2-methylalaninate